ClC1=C(C(=CC=C1)F)N1C=2N(C3=C(C1=O)C=NC(=N3)NC3=CC=C(C=C3)N3CCN(CC3)C)C(CN2)(C)C 6-(2-chloro-6-fluorophenyl)-2-((4-(4-methylpiperazin-1-yl)phenyl)amino)-9,9-dimethyl-8,9-dihydroimidazo[1,2-a]pyrimido[5,4-e]pyrimidin-5(6H)-one